barium potassium sodium [Na].[K].[Ba]